CC=1NC(=C(CC1C(C)=O)C(C)=O)C 2,6-dimethyl-3,5-diacetyl-1,4-dihydropyridine